Cl.N[C@H](CC(=O)OCC)C1=C(C=CC=C1OC(F)(F)F)Cl Ethyl (R)-3-amino-3-(2-chloro-6-(trifluoromethoxy)phenyl)propanoate hydrochloride